9-(((1r,4r)-4-(3,5-dimethyl-1H-pyrazol-1-yl)cyclohexyl)methyl)-2-(2-isopropylphenyl)-7-methyl-7,9-dihydro-8H-purin-8-one CC1=NN(C(=C1)C)C1CCC(CC1)CN1C2=NC(=NC=C2N(C1=O)C)C1=C(C=CC=C1)C(C)C